NC=1C(=C(C(=CC1NCC1=C(C=C(C=C1)OC)OC)Br)C(=O)C1=C(C=CC(=C1)F)Cl)Br (3-amino-2,6-dibromo-4-{[(2,4-dimethoxyphenyl)methyl]amino}phenyl)(2-chloro-5-fluorophenyl)methanone